2-(4-methoxyphenyl)-7-methyl-3-(pyridin-4-yl)-4,5,6,7-tetrahydropyrazolo[1,5-a]pyrazine COC1=CC=C(C=C1)C1=NN2C(CNCC2C)=C1C1=CC=NC=C1